S(=O)(=O)(S(=O)(=O)N)S(=O)(=O)N sulfonyl-bis-sulfonamide